(2-hydroxy-5-t-butylphenyl)-2H-benzotriazole OC1=C(C=C(C=C1)C(C)(C)C)N1N=C2C(=N1)C=CC=C2